(4-((3-(7-(((3S,4R)-3-fluoro-1-(methyl-d3)piperidin-4-yl)amino)-3-((trifluoromethyl)thio)pyrazolo[1,5-a]pyridin-2-yl)prop-2-yn-1-yl)amino)-3-methoxyphenyl)dimethylphosphine oxide F[C@H]1CN(CC[C@H]1NC1=CC=CC=2N1N=C(C2SC(F)(F)F)C#CCNC2=C(C=C(C=C2)P(C)(C)=O)OC)C([2H])([2H])[2H]